NC1=C(C=CC=C1N)N1CCN(C2(CC2)C1)C(=O)OC(C)(C)C tert-butyl 7-(2,3-diaminophenyl)-4,7-diazaspiro[2.5]octane-4-carboxylate